1-((3,4-Dimethyl-1H-pyrazol-1-yl)methyl)urea CC1=NN(C=C1C)CNC(=O)N